3-(6-(azetidin-1-yl)pyridin-3-yl)-8-(dimethylamino)-8-(3-fluorophenyl)-1,3-diazaspiro[4.5]decan-2-one N1(CCC1)C1=CC=C(C=N1)N1C(NC2(C1)CCC(CC2)(C2=CC(=CC=C2)F)N(C)C)=O